1-(6-(2-methylbenzoyl)-9-ethylcarbazol-3-yl)-(3-cyclopentyl)-propane-1,2-dione-2-oxime acetate C(C)(=O)O.CC1=C(C(=O)C=2C=C3C=4C=C(C=CC4N(C3=CC2)CC)C(C(CC2CCCC2)=NO)=O)C=CC=C1